7-difluoromethyl-5-(3,4-dimethylphenyl)-3-(fluoromethyl)pyrazolo[1,5-a]pyrimidine FC(C1=CC(=NC=2N1N=CC2CF)C2=CC(=C(C=C2)C)C)F